C(C1=CC=CC=C1)OC=1C=C(C=CC1OC)C=1C(=C(C(=NC1)N1CCCCC1)C#N)C1=CC(=C(C=C1)C#N)F 1-(5-(3-(benzyloxy)-4-methoxyphenyl)-3-cyano-4-(4-cyano-3-fluorophenyl)pyridin-2-yl)piperidin